amidosulphonate NS(=O)(=O)[O-]